5-(2-hydroxypropyl)-N,1-dimethyl-4,5,6,7-tetrahydro-1H-imidazo[4,5-c]pyridine-2-carboxamide OC(CN1CC2=C(CC1)N(C(=N2)C(=O)NC)C)C